4-(trifluoromethyl)-benzyl bromide FC(C1=CC=C(CBr)C=C1)(F)F